C(CC(O)(C(=O)O)CC(=O)O)(=O)O.OC=1C=CC=C2C=CC=NC12 8-hydroxyquinoline citrate